FC=1C=C(C=NC1)CN1N=C(C=CC1=O)C=1C=NC(=NC1)OCCOC 2-((5-fluoropyridin-3-yl)methyl)-6-(2-(2-methoxyethoxy)pyrimidin-5-yl)pyridazin-3(2H)-one